CC=1N=CSC1C=1C=NN(C1)C(C)C 4-methyl-5-(1-isopropylpyrazol-4-yl)-1,3-thiazol